3-methyl-6-(1-methyl-vinyl)cyclohex-2-en-1-ol CC1=CC(C(CC1)C(=C)C)O